FC=1C(=C(C(=O)NOC)C=C(C1F)CC1=C(C(=CC=C1)NS(=O)(=O)C1(CC1)C)F)NC1=C(C=C(C=C1)I)F 3,4-Difluoro-2-(2-fluoro-4-iodoanilino)-5-[[2-fluoro-3-[(1-methylcyclopropyl)sulfonylamino]phenyl]methyl]-N-methoxybenzamide